2-ethyl-5-((3-fluorobenzyl)oxy)benzofuran-3-carboxylic acid C(C)C=1OC2=C(C1C(=O)O)C=C(C=C2)OCC2=CC(=CC=C2)F